FC1=C(C(=C(C(=C1F)F)F)C)S(=O)(=O)N(C)C1=C(C=C2N=C(C=3N(C2=C1)C=NC3)NC3=C(C=CC=C3)C)F 2,3,4,5-tetrafluoro-N-(7-fluoro-4-(o-tolylamino)imidazo[1,5-a]quinoxalin-8-yl)-N,6-dimethylbenzenesulfonamide